C1=CC=CC=2C3=CC=CC=C3N(C12)C=1C=C(C=CC1)C=1C2=C(N=CN1)C1=C(O2)C=CC(=C1)C1=CC(=CC=C1)N1C2=CC=CC=C2C=2C=CC=CC12 4,8-bis[3-(9H-carbazol-9-yl)phenyl]-benzofuro[3,2-d]pyrimidine